C1OCCC=2CC=CCC12 3,4,5,8-tetrahydro-1H-isochromene